Lithium ethylendiamin C(CN)N.[Li]